4-[5-[cis-4-(2-methylpyrimidin-4-yl)cyclohexyloxy]quinazolin-7-yl]morpholine CC1=NC=CC(=N1)[C@H]1CC[C@H](CC1)OC1=C2C=NC=NC2=CC(=C1)N1CCOCC1